C1(CC1)OC1=CC=C(C=O)C=C1 4-CYCLOPROPOXYBENZALDEHYDE